BrC1=CC2=C(N=C(NC2=O)C)N=C1 6-bromo-2-methylpyrido[2,3-d]pyrimidin-4(3H)-one